ClC1=CC=C2C(=N1)N=C(O2)N2CCOCC2 5-chloro-2-morpholinyloxazolo[4,5-b]pyridine